tris(4-tert-butylphenyl)phosphonium C(C)(C)(C)C1=CC=C(C=C1)[PH+](C1=CC=C(C=C1)C(C)(C)C)C1=CC=C(C=C1)C(C)(C)C